C(C)(=O)OC1=C(C=CC(=C1)C=CC(=O)C1=C(C=C(C=C1)OC)O)OC [5-[3-(2-Hydroxy-4-methoxyphenyl)-3-oxoprop-1-enyl]-2-methoxyphenyl] acetate